CN(C1(CCC2(CN(C(N2)=O)C=2C(=NC(=NC2)C)NCC(=O)N)CC1)C1=CC=CC=C1)C cis-2-[[5-(8-dimethylamino-2-oxo-8-phenyl-1,3-diazaspiro[4.5]decan-3-yl)-2-methyl-pyrimidin-4-yl]amino]-acetamide